ethyl 4-amino-3-(7-bromoimidazo[1,2-a]pyridin-2-yl)butanoate NCC(CC(=O)OCC)C=1N=C2N(C=CC(=C2)Br)C1